FC(OC=1C=C(C=CC1)O)F 3-(difluoromethoxy)phenol